N-cyano-2-(4-ethylphenyl)benzimidazole C(#N)N1C(=NC2=C1C=CC=C2)C2=CC=C(C=C2)CC